C1(CCCC1)NC(CCOC1=CC=C(OC2=C(C=C3C=NN(C3=C2)C)C(=O)N)C=C1)=O 6-[4-[3-(cyclopentylamino)-3-oxo-propoxy]phenoxy]-1-methyl-indazole-5-carboxamide